2-methyl-N-{1-[2-(pyrimidin-5-yl)quinolin-4-yl]ethyl}benzamide CC1=C(C(=O)NC(C)C2=CC(=NC3=CC=CC=C23)C=2C=NC=NC2)C=CC=C1